1-[(1-Methyl-1H-pyrazol-4-yl)[(3R)-1-methylpyrrolidin-3-yl]sulfamoyl]-3-[5-methyl-2-(propan-2-yl)thiophen-3-yl]urea CN1N=CC(=C1)N(S(=O)(=O)NC(=O)NC1=C(SC(=C1)C)C(C)C)[C@H]1CN(CC1)C